4-((3-fluoropyridin-2-yl)thio)-6-(6-(3-oxopiperazin-1-yl)pyridin-3-yl)pyrazolo[1,5-a]pyridine-3-carbonitrile FC=1C(=NC=CC1)SC=1C=2N(C=C(C1)C=1C=NC(=CC1)N1CC(NCC1)=O)N=CC2C#N